C(CCC)OCCO[SiH3] (butoxy-eth-oxy)silane